(1R,2S,3R,5R)-3-(4-amino-2-chloro-7H-pyrrolo[2,3-d]pyrimidin-7-yl)-5-(naphthalen-2-yl)cyclopentane-1,2-diol NC=1C2=C(N=C(N1)Cl)N(C=C2)[C@H]2[C@@H]([C@@H]([C@H](C2)C2=CC1=CC=CC=C1C=C2)O)O